O(C1=CC=CC=C1)C1=CC=C(C=N1)C=1C=C2C=NC=NC2=C(C1)C=1C=C(C=CC1)NC(C=C)=O N-(3-(6-(6-phenoxypyridin-3-yl)quinazolin-8-yl)phenyl)acrylamide